N-(4-((3-(2-((4-(dimethylamino)-3-fluorocyclohexyl)amino)pyrimidin-4-yl)pyridin-2-yl)oxy)-2,3,6-trifluorophenyl)-1-phenylmethanesulfonamide CN(C1C(CC(CC1)NC1=NC=CC(=N1)C=1C(=NC=CC1)OC1=C(C(=C(C(=C1)F)NS(=O)(=O)CC1=CC=CC=C1)F)F)F)C